(Z)-4-((5-fluoro-3-(2-((3-methoxy phenyl)amino)-2-oxoethyl)-2-methyl-1H-inden-1-ylidene)methyl)-2,6-dimethoxyphenyl (4-nitrophenyl) carbonate C(OC1=C(C=C(C=C1OC)\C=C/1\C(=C(C2=CC(=CC=C12)F)CC(=O)NC1=CC(=CC=C1)OC)C)OC)(OC1=CC=C(C=C1)[N+](=O)[O-])=O